ClC1=CC=C(C=C1)NC=1OC=C2C=CC=CC12 3-(4-chlorophenyl)aminoisobenzofuran